6-((4S,6R)-5-acryloyl-4,6-dimethyl-4,5,6,7-tetrahydropyrazolo[1,5-a]pyrazin-2-yl)-7-(2,4-difluoro-6-(2-methoxyethoxy)phenyl)thieno[3,2-c]pyridin-4-yl trifluoromethanesulfonate FC(S(=O)(=O)OC1=NC(=C(C2=C1C=CS2)C2=C(C=C(C=C2OCCOC)F)F)C2=NN1C([C@@H](N([C@@H](C1)C)C(C=C)=O)C)=C2)(F)F